(1R,3aS,5aR,7S,9aR,11aR)-1-[(2R)-6-Hydroxy-6-methylhept-2-yl]-3a,6,6,9a,11a-pentamethylhexadecahydro-1H-cyclopenta[1,2-a]phenanthrene-4,7-diol OC(CCC[C@@H](C)[C@H]1CC[C@@]2([C@@]1(CCC1[C@]3(CC[C@@H](C([C@@H]3CC(C21)O)(C)C)O)C)C)C)(C)C